CN1CC=2C(C=3C=CC=C(C13)NC(OC(C)(C)C)=O)=NN(C2)COCC[Si](C)(C)C tert-butyl (5-methyl-2-((2-(trimethylsilyl)ethoxy)methyl)-4,5-dihydro-2H-pyrazolo[4,3-c]quinolin-6-yl)carbamate